tert-butyl 3'-methoxy-8'-oxo-8',9',11',12'-tetrahydrospiro[piperidine-4,10'-[1,4]diazepino[5',6':4,5]thieno[3,2-f]quinoxaline]-1-carboxylate COC1=NC=2C=CC3=C(C2N=C1)C1=C(S3)C(NC3(CN1)CCN(CC3)C(=O)OC(C)(C)C)=O